2'-Hydroxy-4'-methoxy-4-(tetrahydropyran-2-yloxy)chalcone OC1=C(C(/C=C/C2=CC=C(C=C2)OC2OCCCC2)=O)C=CC(=C1)OC